BrC=1C=C(C=CC1)N1C=CC2=C1N=C(N=C2OC)N 7-(3-bromophenyl)-4-methoxy-7H-pyrrolo[2,3-d]pyrimidin-2-amine